(S)-2-Amino-2-((1r,4S)-4-fluorocyclohexyl)-N-(4-(((S)-2-oxo-4-(trifluoromethyl)-imidazolidin-1-yl)methyl)pyridin-2-yl)acetamide N[C@H](C(=O)NC1=NC=CC(=C1)CN1C(N[C@@H](C1)C(F)(F)F)=O)C1CCC(CC1)F